(S)-tert-butyl 2-(3-(2-(1,3-dioxoisoindolin-2-yloxy)ethoxy)propanamido)-3-methylbutanoate O=C1N(C(C2=CC=CC=C12)=O)OCCOCCC(=O)N[C@H](C(=O)OC(C)(C)C)C(C)C